N,N-diisopropylbenzthiazolyl-sulfenamide C(C)(C)N(SC=1SC2=C(N1)C=CC=C2)C(C)C